chloroacetyl-piperidine ClCC(=O)N1CCCCC1